OC(CCCN1CCC(CC1)C(C1=CC=CC=C1)(C1=CC=CC=C1)O)C1=CC=C(C=C1)C(C(=O)N)(C)C 2-(4-{1-hydroxy-4-[4-(hydroxy-diphenyl-methyl)-piperidin-1-yl]-butyl}-phenyl)-isobutyramide